C[C@@H]1O[C@@H](CN(C1)C(C)C1CCN(CC1)C(=O)OC(C)(C)C)C tert-butyl 4-(1-((2S,6R)-2,6-dimethylmorpholino)ethyl)piperidine-1-carboxylate